dimethyldioctadecylammonium chloride [Cl-].C[N+](CCCCCCCCCCCCCCCCCC)(CCCCCCCCCCCCCCCCCC)C